C(C1=CC=CC=C1)OC[C@@H]1N(C2=C(OC1)N=C(C(=C2)Br)C)C(=O)OC(C)(C)C tert-butyl (S)-2-((benzyloxy) methyl)-7-bromo-6-methyl-2,3-dihydro-1H-pyrido[2,3-b][1,4]oxazine-1-carboxylate